3-amino-N-(3-(4-amino-4-(methoxymethyl)piperidin-1-yl)pyridin-2-yl)-6-(3-(trifluoromethyl)pyridin-2-yl)pyrazine-2-carboxamide NC=1C(=NC(=CN1)C1=NC=CC=C1C(F)(F)F)C(=O)NC1=NC=CC=C1N1CCC(CC1)(COC)N